N,N-dimethyl-N-dodecylamine CCCCCCCCCCCCN(C)C